O[C@H]1C[C@H](CCC1(C)C)N1C(C2=CC=CC=C2C1=O)=O 2-((1S,3S)-3-hydroxy-4,4-dimethylcyclohexyl)isoindoline-1,3-dione